4-(3-(3-cyclopropyl-1H-indazol-5-yl)imidazo[1,2-b]pyridazin-6-yl)morpholine C1(CC1)C1=NNC2=CC=C(C=C12)C1=CN=C2N1N=C(C=C2)N2CCOCC2